ImidazoQuinolineGallamide N1C(=NC=2C=CC=3C=CC=NC3C21)C2=C(C(=C(C=C2C(=O)N)O)O)O